C(C)(=O)O[C@@H](C1=CC(=CC=C1)F)C12CCC(CC1)(N2)CCC2=CC=C(C=C2)Cl (S)-(4-(4-Chlorophenethyl)-7-azabicyclo[2.2.1]heptan-1-yl)(3-fluoro-phenyl)methanol acetate